trans-N-(8-amino-6-chloro-2,7-naphthyridin-3-yl)-2-(oxan-4-yl)cyclopropane-1-carboxamide NC=1N=C(C=C2C=C(N=CC12)NC(=O)[C@H]1[C@@H](C1)C1CCOCC1)Cl